C(CCC)(=O)OC=1C(=NC=CC1OC)C(N[C@H](C(=O)NN(C)C(C1=CC=C(C=C1)Cl)C1=CC=C(C=C1)Cl)C)=O (S)-2-((1-(2-(bis(4-chlorophenyl)methyl)-2-methylhydrazineyl)-1-oxopropan-2-yl)carbamoyl)-4-methoxypyridin-3-yl butyrate